1-(3-Chloro-4-fluorophenyl)methanone ClC=1C=C(C=CC1F)C=O